2,4-diphenyl-6-(2-hydroxy-4-hexyloxyphenyl)s-triazine C1(=CC=CC=C1)C1=NC(=NC(=N1)C1=CC=CC=C1)C1=C(C=C(C=C1)OCCCCCC)O